1-(4-((4-((5-(furan-2-yl)-2-((1-methylpiperidin-4-yl)oxy)phenyl)amino)-7-methoxyquinazolin-6-yl)oxy)piperidin-1-yl)prop-2-en-1-one O1C(=CC=C1)C=1C=CC(=C(C1)NC1=NC=NC2=CC(=C(C=C12)OC1CCN(CC1)C(C=C)=O)OC)OC1CCN(CC1)C